BrC1=C(N=C2N1N=C(C=C2)Cl)C(=O)O 3-bromo-6-chloroimidazo[1,2-b]pyridazine-2-carboxylic acid